1-(phenylsulfonyl)indol-6-ol C1(=CC=CC=C1)S(=O)(=O)N1C=CC2=CC=C(C=C12)O